COC1=CC(=NC=C1)C#N 4-methoxy-pyridine-2-carbonitrile